2,4-dihydroxybenzoic acid N-2-(4-hydRoxy-3-methoxyphenyl)ethyl amide OC1=C(C=C(C=C1)CCNC(C1=C(C=C(C=C1)O)O)=O)OC